CN1CCN(CC1)C(=O)Cl 4-methyl-1-piperazinecarbonyl chloride